bis(2,4-di-t-butyl-6-methylphenyl)ethylphosphite C(C)(C)(C)C1=C(C(=CC(=C1)C(C)(C)C)C)C(COP([O-])[O-])C1=C(C=C(C=C1C)C(C)(C)C)C(C)(C)C